COC1=CC=2N(C3=CC=CC=C3SC2C=C1)CCCN(C(C)=O)C N-(3-(2-methoxy-10H-phenothiazin-10-yl)propyl)-N-methylacetamide